C[Si](C1C2C3CNCC(C12)N3)(C)C 3-(trimethylsilyl)-7,9-diazatricyclo[3.3.1.02,4]nonane